2,2-difluoro-N-(1-(5-methyl-1H-indol-3-yl)propan-2-yl)propan-1-amine FC(CNC(CC1=CNC2=CC=C(C=C12)C)C)(C)F